sodium heptadeca-16-ene-1-sulfonate C(CCCCCCCCCCCCCCC=C)S(=O)(=O)[O-].[Na+]